N-[[5-(hydroxymethyl)-8-[4-(trifluoromethoxy)phenyl]-6-quinolyl]methyl]prop-2-enamide OCC1=C2C=CC=NC2=C(C=C1CNC(C=C)=O)C1=CC=C(C=C1)OC(F)(F)F